FC(C1=CC=C(C=C1)C1NS(NC=C1C(=O)OCC)(=O)=O)(F)F Ethyl 3-(4-(trifluoromethyl)phenyl)-3,6-dihydro-2H-1,2,6-thiadiazine-4-carboxylate 1,1-dioxide